β-D-Galactopyranosyl-(1→3)-β-D-galactopyranosyl-(1→4)-D-glucose [C@@H]1([C@H](O)[C@@H](O)[C@@H](O)[C@H](O1)CO)O[C@@H]1[C@H]([C@@H](O[C@@H]([C@@H]1O)CO)O[C@@H]([C@@H]([C@H](C=O)O)O)[C@H](O)CO)O